(S)-Dibenzyl 2-oxoimidazolidine-1,5-dicarboxylate O=C1N([C@@H](CN1)C(=O)OCC1=CC=CC=C1)C(=O)OCC1=CC=CC=C1